((((4-nitrophenoxy) carbonyl) (3-(trifluoromethyl) phenyl) amino) methyl) benzoate C(C1=CC=CC=C1)(=O)OCN(C1=CC(=CC=C1)C(F)(F)F)C(=O)OC1=CC=C(C=C1)[N+](=O)[O-]